O=C1N(C(CC1)=O)C1CCNCC1 4-(2,5-Dioxo-pyrrolidin-1-yl)-piperidin